N-(6-(4,7-diazaspiro[2.5]octan-7-yl)pyridazin-3-yl)-7-ethoxy-2-methylimidazo[1,2-a]pyrimidine-6-carboxamide C1CC12NCCN(C2)C2=CC=C(N=N2)NC(=O)C=2C(=NC=1N(C2)C=C(N1)C)OCC